C(C)(C)(C)OC(=O)N1CCN(CC1)C=1C=NC(=CC1)NC(=O)[C@H]1[C@@H](C1)F tert-butyl-4-(6-((1S,2R)-2-fluorocyclopropane-1-carboxamido)pyridin-3-yl)piperazine-1-carboxylate